4-((2S)-2-(morpholinomethyl)-4-(4-(trifluoromethyl)phenyl)pyrrolidin-1-yl)benzoic acid O1CCN(CC1)C[C@H]1N(CC(C1)C1=CC=C(C=C1)C(F)(F)F)C1=CC=C(C(=O)O)C=C1